N,N-dimethyl-2-(methyl((1-methyl-4-oxo-4,5-dihydro-1H-pyrazolo[3,4-d]pyrimidin-6-yl)methyl)amino)acetamide CN(C(CN(CC=1NC(C2=C(N1)N(N=C2)C)=O)C)=O)C